FCOC=1C=C(C=CC1NCC#C)P(C)(C)=O (3-(fluoromethoxy)-4-(prop-2-yn-1-ylamino)phenyl)dimethylphosphine oxide